C12CN(CC(CC1)N2)C=2OC1=C(N2)C=C(C=C1C=1SC=CN1)C(C)C 2-(3,8-diazabicyclo[3.2.1]octan-3-yl)-5-isopropyl-7-(thiazol-2-yl)benzo[d]oxazole